4-(8-ethoxy-11H-indolo[3,2-c]isoquinolin-11-yl)-N-hydroxybutyramide C(C)OC=1C=C2C(=CC1)N(C1=C2N=CC2=CC=CC=C12)CCCC(=O)NO